(S)-(3-aminopyrrolidin-1-yl)(3-methyl-5-(4-(1-(tetrahydro-2H-thiopyran-4-yl)piperidin-4-yl)phenyl)thiophen-2-yl)methanone N[C@@H]1CN(CC1)C(=O)C=1SC(=CC1C)C1=CC=C(C=C1)C1CCN(CC1)C1CCSCC1